[Si](C)(C)(C(C)(C)C)OC1=C2C=CC(=CC2=CC(=C1)OC)O 5-[tert-butyl(dimethyl)silyl]oxy-7-methoxy-naphthalen-2-ol